ClC1=C(C=CC=C1N1ONC2=C(O1)C=CC(=N2)Cl)NC(=O)C2=C(N=C1N(O2)CCCC1)O N-(2-chloro-3-(7-chloro-2,4-dioxa-1,2-dihydropyrido[2,3-d]pyrimidine-3(4H)-yl)phenyl)-2-hydroxy-4-oxa-6,7,8,9-tetrahydro-4H-pyrido[1,2-a]pyrimidine-3-carboxamide